4,4-dihydroxy-8-({1-[(1H-1,2,4-triazol-1-yl)acetyl]azetidin-3-yl}oxy)-5-oxa-4-boranuidabicyclo[4.4.0]deca-1(6),7,9-triene-7-carboxylic acid disodium salt [Na+].[Na+].O[B-]1(CCC=2C=CC(=C(C2O1)C(=O)O)OC1CN(C1)C(CN1N=CN=C1)=O)O.O[B-]1(CCC=2C=CC(=C(C2O1)C(=O)O)OC1CN(C1)C(CN1N=CN=C1)=O)O